piperidin-2-onyl-(valerolactam) N1(C(CCCC1)=O)C1C(=O)NCCC1